(S)-3-((2-bromoethyl)amino)-1-benzyloxy-2-propanol BrCCNC[C@@H](COCC1=CC=CC=C1)O